C1(CC1)C1=NC=NC(=C1C1=NC=C2C(=N1)N(N=C2)CC2=CC=C(C=C2)C=2NC=C(N2)C(F)(F)F)OC 6-(4-Cyclopropyl-6-methoxypyrimidin-5-yl)-1-(4-(4-(trifluoromethyl)-1H-imidazol-2-yl)benzyl)-1H-pyrazolo[3,4-d]pyrimidine